O1C(COCC1)COC1=NC(N2C(C3=CC=C(C=C3CC2)C=2C=CC(=C(C(=O)N)C2)F)=C1)=O 5-[2-([1,4]Dioxan-2-ylmethoxy)-4-oxo-6,7-dihydro-4H-pyrimido[6,1-a]isoquinolin-9-yl]-2-fluoro-benzamide